ClC=1C(=C(C(=CC1)C(F)F)C1=CN=C(C(=N1)C(=O)NC=1C=NN(C1)CC=1C(=NC(=NC1)N1C([C@@H]2C[C@@H]2C1)=O)C)C)F 6-(3-chloro-6-(difluoromethyl)-2-fluorophenyl)-3-methyl-N-(1-((4-methyl-2-((1r,5s)-2-oxo-3-azabicyclo[3.1.0]hex-3-yl)pyrimidin-5-yl)methyl)-1H-pyrazol-4-yl)pyrazine-2-carboxamide